C(=O)(O)C=1C(=NC=CC1)CCC(C(=O)O)(C)O 3-carboxy-α-hydroxy-α-methyl-2-pyridinebutyric acid